O=C(CC(=O)O)CCC(=O)O 3-Oxo-adipic acid